C(C=C)(=O)OC(C1CO1)CC(=O)C acetonylglycidyl acrylate